(4aR,8aS)-6-(3-(4'-Methyl-[1,1'-biphenyl]-4-yl)azetidin-1-carbonyl)hexahydro-2H-pyrido[4,3-b][1,4]oxazin-3(4H)-on CC1=CC=C(C=C1)C1=CC=C(C=C1)C1CN(C1)C(=O)N1C[C@@H]2[C@@H](OCC(N2)=O)CC1